NC1=C(C(=CC(=C1)C(=O)OC)SC)NCC=CCC1=C(C=C(C=2NC(=NC21)NC(=O)C2=CC(=NN2CC)C)OCCCN2CCOCC2)C(=O)[O-] 4-(((2-amino-4-(methoxycarbonyl)-6-(methylthio) phenyl) amino) but-2-en-1-yl)-2-(1-ethyl-3-methyl-1H-pyrazole-5-carboxamido)-7-(3-morpholinopropoxy)-1H-benzo[d]imidazole-5-carboxylate